(E)-methyl-1,3,4-thiadiazole-2,5-diamine CNC=1SC(=NN1)N